FC1=CC=C2C(=C(C(N(C2=C1)C)=O)C(=O)N)N1CCC(CC1)C=1OC2=C(N1)C=C(C=C2)C 7-fluoro-1-methyl-4-[4-(5-methyl-1,3-benzoxazol-2-yl)piperidin-1-yl]-2-oxo-1,2-dihydroquinoline-3-carboxamide